3-(3,4-difluorobenzoyl)-1-methyl-1,2,3,6-tetrahydroazepino[4,5-b]indole-5-carboxylic acid FC=1C=C(C(=O)N2C=C(C=3NC=4C=CC=CC4C3C(C2)C)C(=O)O)C=CC1F